[N+](=O)([O-])C=1C=C2C(N(C(C2=CC1)=O)C=1C=NC(=CC1)OCC(F)(F)F)=O 5-nitro-2-(6-(2,2,2-trifluoroethoxy)pyridin-3-yl)isoindoline-1,3-dione